(1-(4-fluorobenzyl)-1H-pyrazol-4-yl)(8-(hydroxymethyl)-2-(1-(trifluoromethyl)cyclopropanecarbonyl)-2,6-diazaspiro[3.4]octan-6-yl)methanone FC1=CC=C(CN2N=CC(=C2)C(=O)N2CC3(CN(C3)C(=O)C3(CC3)C(F)(F)F)C(C2)CO)C=C1